2-(4-bromo-2-(methylsulfonyl)benzyl)-1-(2-methoxyethyl)-1H-benzo[d]Imidazole-6-carboxylic acid methyl ester COC(=O)C=1C=CC2=C(N(C(=N2)CC2=C(C=C(C=C2)Br)S(=O)(=O)C)CCOC)C1